COC1=CC=C2CN(C(C2=C1)=O)C=1N=NC(=CC1)N(C1CCNCC1)C 6-methoxy-2-(6-(methyl(piperidin-4-yl)amino)pyridazin-3-yl)isoindolin-1-one